chloro-2-fluoro-4-((4-pentylphenyl)ethynyl)-1,1'-biphenyl ClC=1C(=C(C=CC1C#CC1=CC=C(C=C1)CCCCC)C1=CC=CC=C1)F